CNC1=NC=C(C2=CC(=NC=C12)N)C1=NN2C(C=CC(=C2)N2C[C@H](OCC2)C)=N1 (R)-N1-methyl-4-(6-(2-methylmorpholino)-[1,2,4]triazolo[1,5-a]pyridin-2-yl)-2,7-naphthyridine-1,6-diamine